C(C1=CC=CC=C1)OC=1C=C(C=CC1)NC1=C(C=C2C=NN(C2=C1)C)[N+](=O)[O-] N-(3-(benzyloxy)phenyl)-1-methyl-5-nitro-1H-indazol-6-amine